OCCOC1=CC=C(C=C1)C1C2=CC=CC=C2C=2C=CC=CC12 9-(4-(2-hydroxyethoxy)phenyl)fluorene